CC1=CC=C2C(=N1)N(N=C2)COCC[Si](C)(C)C 6-Methyl-1-((2-(trimethylsilyl)ethoxy)methyl)-1H-pyrazolo[3,4-b]Pyridine